N1C(NC(C2=C1C=CS2)=O)=O 1H-thieno[3,2-d]pyrimidine-2,4-dione